NC=1C(=C(OCC(C(=O)NC(C)C)(C)C)C=CC1)C#N 3-(3-amino-2-cyanophenoxy)-N-isopropyl-2,2-dimethylpropanamide